4-((2-(4-nitrophenyl)imidazo[1,2-a]pyridin-3-yl)amino)benzoic acid [N+](=O)([O-])C1=CC=C(C=C1)C=1N=C2N(C=CC=C2)C1NC1=CC=C(C(=O)O)C=C1